(S)-(2-(Benzyloxy)-4-(difluoromethyl)-6-hydroxyphenyl)(6-((1-methylpiperidin-4-yl)oxy)-4-((tetrahydrofuran-3-yl)amino)isoindolin-2-yl)methanone C(C1=CC=CC=C1)OC1=C(C(=CC(=C1)C(F)F)O)C(=O)N1CC2=CC(=CC(=C2C1)N[C@@H]1COCC1)OC1CCN(CC1)C